tert-butyl 3-[4-(1-tert-butoxycarbonyl-4-piperidyl)-3-fluoro-phenyl]-2,6-dioxo-hexahydropyrimidine-1-carboxylate C(C)(C)(C)OC(=O)N1CCC(CC1)C1=C(C=C(C=C1)N1C(N(C(CC1)=O)C(=O)OC(C)(C)C)=O)F